1-(1-isobutylpiperidin-4-yl)-6-isopropyl-5-(8-methoxy-[1,2,4]triazolo[1,5-a]pyridin-6-yl)-1,3-dihydro-2H-benzo[d]imidazol-2-one C(C(C)C)N1CCC(CC1)N1C(NC2=C1C=C(C(=C2)C=2C=C(C=1N(C2)N=CN1)OC)C(C)C)=O